NC1=CC(=NC=C1OC(C)C1CC1)CC(=O)N (4-amino-5-(1-cyclopropylethoxy)pyridin-2-yl)acetamide